1-(5-(3-amino-6-(2-hydroxyphenyl)pyridazin-4-yl)pyridin-2-yl)piperidin-4-one NC=1N=NC(=CC1C=1C=CC(=NC1)N1CCC(CC1)=O)C1=C(C=CC=C1)O